(1S,3S)-3-(4-(5-(((cyclopentyl-(methyl)carbamoyl)oxy)methyl)-1-methyl-1H-pyrazol-4-yl)-2-methyl-phenoxy)cyclohexane-1-carboxylic acid C1(CCCC1)N(C(=O)OCC1=C(C=NN1C)C1=CC(=C(O[C@@H]2C[C@H](CCC2)C(=O)O)C=C1)C)C